S(=O)(=O)(O)O.S(=O)(=O)(O)O hydrogen sulfate salt (hydrogensulfate)